[Ta]1CCCCCCC1 tantalacyclooctane